(R or S)-1-(tert-butyl)-3-(6,7-dihydro-5H-pyrrolo[1,2-a]imidazol-7-yl)urea C(C)(C)(C)NC(=O)N[C@@H]1CCN2C1=NC=C2 |o1:8|